3-isopropyl-1-methyl-1-(7-(6-(3-(pyrrolidin-1-yl)propoxy)pyridin-3-yl)quinoxalin-2-yl)urea C(C)(C)NC(N(C1=NC2=CC(=CC=C2N=C1)C=1C=NC(=CC1)OCCCN1CCCC1)C)=O